C(C)(C)(C)C1[C@H]([C@H](N2CCC=C12)C1=C(C=CC=C1)O)CO tert-butyl-(2r,3s,7as)-2-(hydroxymethyl)-3-(2-hydroxyphenyl)tetrahydro-1H-pyrrolizine